N-(6-(benzo[d]thiazol-5-yl)-1-(4-methoxyphenyl)-1H-pyrazolo[3,4-d]pyrimidin-4-yl)-5-nitrothiophene-2-carboxamide S1C=NC2=C1C=CC(=C2)C2=NC(=C1C(=N2)N(N=C1)C1=CC=C(C=C1)OC)NC(=O)C=1SC(=CC1)[N+](=O)[O-]